BrC=1C(=C(C(=O)O)C=C(C1)O[Si](C)(C)C(C)(C)C)F 3-bromo-5-((tert-butyldimethylsilyl)oxy)-2-fluorobenzoic acid